N-(3-methoxybenzyl)-2-((4-methylpiperazin-1-yl)methyl)-N-(4-morpholinobenzyl)pyridin-4-amine COC=1C=C(CN(C2=CC(=NC=C2)CN2CCN(CC2)C)CC2=CC=C(C=C2)N2CCOCC2)C=CC1